3-(4'-Methoxy-1',2'-dihydrospiro[cyclopropane-1,3'-pyrrolo[2,3-b]pyridin]-5'-yl)-1H-indole-5-carbonitrile COC1=C2C(=NC=C1C1=CNC3=CC=C(C=C13)C#N)NCC21CC1